P(=O)(O)(O)O.CC(C(=O)OCC(=O)O)=C 2-(methyl)acryloyloxyacetic acid phosphate